COCOC1=CC=C(C=C1)C=O [4-(methoxymethoxy)phenyl]methanone